CC1=C(C(=C(C1([Ti](OC)(OC)OC1=C(C=NC2=CC=CC=C12)C)C)C)C)C pentamethyl-cyclopentadienyl-(3-methyl-4-quinolinyloxy)-dimethoxytitanium